BrC=1C=C(C=CC1)C=1C=CC=2C(=CC=3C(C=4C=CC=CC4C3C2)(C)C)C1 8-(3-bromophenyl)-11,11-dimethyl-11H-benzo[b]fluorene